C[C@H](C(=O)O)OC1=CC=C(C=C1)OC2=C(C=C(C=N2)Cl)F The molecule is an aromatic ether that is (R)-lactic acid in which the hydroxy group at position 2 has been converted to the corresponding p-[(5-chloro-3-fluoropyridin-2-yl)oxy]phenyl ether. It is the parent acid of the herbicide clodinafop-propargyl. It has a role as an EC 6.4.1.2 (acetyl-CoA carboxylase) inhibitor and a phenoxy herbicide. It is a monocarboxylic acid, a member of pyridines, an aromatic ether, an organofluorine compound and an organochlorine compound.